5-chloro-3-((3,5-dimethylphenyl)sulfonyl)-N-(4-(thiophene-2-sulfonamido)butyl)-1H-indole-2-carboxamide ClC=1C=C2C(=C(NC2=CC1)C(=O)NCCCCNS(=O)(=O)C=1SC=CC1)S(=O)(=O)C1=CC(=CC(=C1)C)C